((±)-(3S,4S)-4-(Difluoromethyl)-1-methyl-3-(methyl-d3)piperidin-3-yl)methanol FC([C@@H]1[C@](CN(CC1)C)(C([2H])([2H])[2H])CO)F |r|